ClC1=CC(=C(CC2=CC=C3C(=N2)C(=CN3)C=3CCN(CC3)C(=O)OC(C)(C)C)C=C1)F tert-butyl 4-(5-(4-chloro-2-fluorobenzyl)-1H-pyrrolo[3,2-b]pyridin-3-yl)-3,6-dihydropyridine-1(2H)-carboxylate